2-(4-hydroxy-3-methoxybenzylidene)-6-hydroxy-2,3-dihydro-1H-inden-1-one OC1=C(C=C(C=C2C(C3=CC(=CC=C3C2)O)=O)C=C1)OC